tert-butyl 5-(5-carbamoyl-6-(4-phenoxyphenyl)pyridin-2-yl)-3,4-dihydropyridine-1(2H)-carboxylate C(N)(=O)C=1C=CC(=NC1C1=CC=C(C=C1)OC1=CC=CC=C1)C=1CCCN(C1)C(=O)OC(C)(C)C